[Br-].C(CCCCCCC\C=C/CCCCCCCC)O[C@H](C[NH3+])C(C)OCCCCCCCC\C=C/CCCCCCCC |r| dl-2,3-dioleyloxybutylammonium bromide